3-hydroxy-4,6-dimethyl-5-(1-phenyl-1H-pyrazol-4-yl)picolinic acid OC=1C(=NC(=C(C1C)C=1C=NN(C1)C1=CC=CC=C1)C)C(=O)O